2-[(3,6-dichloropyridazin-4-yl)(methyl)amino]ethyl 4-methylbenzenesulfonate CC1=CC=C(C=C1)S(=O)(=O)OCCN(C)C1=C(N=NC(=C1)Cl)Cl